2-((R,5S,6S)-3-((S)-7-methyl-2-((S)-2-methylazetidin-1-yl)-5,7-dihydrofuro[3,4-d]pyrimidin-4-yl)-3-azabicyclo[3.1.0]hex-6-yl)acetic acid C[C@@H]1OCC2=C1N=C(N=C2N2C[C@@H]1C([C@@H]1C2)CC(=O)O)N2[C@H](CC2)C